Fmoc-D-citrulline C(=O)(OCC1C2=CC=CC=C2C2=CC=CC=C12)N[C@H](CCCNC(=O)N)C(=O)O